(Z)-1-(4-amino-2-fluorobut-2-en-1-yl)-4-(3-(N-(4-methoxybenzyl)sulfamoyl)phenyl)-1H-benzo[d]imidazole-6-carboxylic acid methyl ester COC(=O)C=1C=C(C2=C(N(C=N2)C/C(=C/CN)/F)C1)C1=CC(=CC=C1)S(NCC1=CC=C(C=C1)OC)(=O)=O